N-(diethylphenyl)urea C(C)C=1C(=C(C=CC1)NC(=O)N)CC